ClC=1N=C(C2=C(N1)C(=C(N=C2)Cl)F)N2C[C@H](CCC2)NC(OC(C)(C)C)=O tert-butyl (S)-(1-(2,7-dichloro-8-fluoropyrido[4,3-d]pyrimidin-4-yl)piperidin-3-yl)carbamate